2,4-dicyanobromobenzene C(#N)C1=C(C=CC(=C1)C#N)Br